C(C)(C)(C)C1=CC=C(C=C1)C1=CC(=CC=C1)N(C1=NC=2N(C3=CC=C(C=C13)F)C=NN2)C N-(4'-(tert-butyl)-[1,1'-biphenyl]-3-yl)-7-fluoro-N-methyl-[1,2,4]triazolo[4,3-a]quinazolin-5-amine